ClC1=CC(=C(N=N1)C(=O)NC)NC=1C=CC=C2C=CN(C(C12)=O)CC1=CC=C(C=C1)OC 6-Chloro-4-((2-(4-methoxybenzyl)-1-oxo-1,2-dihydroisoquinolin-8-yl)amino)-N-methylpyridazine-3-carboxamide